C(C1=CC=CC=C1)OCCCCC(C(=O)O)(C)C 6-(benzyloxy)-2,2-dimethylhexanoic acid